2,3,4,5-tetrahydro-1H-benzo[d]Azepin-1-ol C1(CNCCC2=C1C=CC=C2)O